(2S,3S)-2-hydroxy-3-benzamido-3-phenylpropanoic acid isopropyl ester C(C)(C)OC([C@H]([C@H](C1=CC=CC=C1)NC(C1=CC=CC=C1)=O)O)=O